[Co]=O.[Li].[Mn].[Li] lithium-manganese-lithium cobalt oxide